O1COC2=C1CC=1C=CC=CC12 indeno[1,2-d][1,3]dioxolane